FC(OC1=CC=C(C=C1)N1C(N(C(CC1=O)=O)C1=CC=C(C=C1)OC(F)(F)F)=O)(F)F 1,3-bis[4-(trifluoromethoxy)phenyl]pyrimidine-2,4,6(1H,3H,5H)-trione